COC(C1=C(C(=C(C(=C1)/C=N/NS(=O)(=O)CC1=CC=CC=C1)F)F)NC1=C(C=C(C=C1)OC)F)=O.C1(=CC=CC=C1)C(C1=CC=CC=C1)[SiH2]F diphenylmethyl-fluorosilane methyl-(E)-3,4-difluoro-2-((2-fluoro-4-methoxyphenyl)amino)-5-((2-toluenesulfonylhydrazono)methyl)benzoate